C(CC)C1C(=O)OC(C1)C α-propyl-γ-valerolactone